2-(4'-((3-aminopiperidin-1-yl)methyl)-[1,1'-biphenyl]-4-carboxamido)thiophen-3-carboxamide NC1CN(CCC1)CC1=CC=C(C=C1)C1=CC=C(C=C1)C(=O)NC=1SC=CC1C(=O)N